COC1=CC=C(C=C1)C(\C=C\N(C)C)=O (E)-1-(4-methoxyphenyl)-3-(dimethylamino)prop-2-en-1-one